N-(5-amino-2-bromopyridin-4-yl)-4-(2-(trifluoromethyl)benzoyl)-1H-pyrrole-2-carboxamide NC=1C(=CC(=NC1)Br)NC(=O)C=1NC=C(C1)C(C1=C(C=CC=C1)C(F)(F)F)=O